[Sn].[In].[Ga] Gallium-Indium-Stannum